BrC1(CC(=C(N)C(=C1)C(C)C)C(C)C)OC1=CC=CC=C1 4-bromo-2,6-diisopropyl-4-phenoxyaniline